COC=1C=C(C=CC1)NC(C=CC1=CC=CC=C1)=O N-(3-methoxyphenyl)cinnamamide